C(=C)C=1C=C2C=NC(=NC2=CC1)C1CCN(CC1)C(C)=O 1-(4-(6-Vinyl-quinazolin-2-yl)piperidin-1-yl)ethan-1-one